N-(2-(4-benzylpiperidin-1-yl)ethyl)-N-phenylacetamide C(C1=CC=CC=C1)C1CCN(CC1)CCN(C(C)=O)C1=CC=CC=C1